1-(4-(1-((R)-2-Cyano-1-cyclopentylethyl)-1H-pyrazol-4-yl)-7H-pyrrolo[2,3-d]pyrimidin-7-yl)ethyl isopropyl carbonate C(OC(C)N1C=CC2=C1N=CN=C2C=2C=NN(C2)[C@H](CC#N)C2CCCC2)(OC(C)C)=O